2-[4-cyclopropyl-2-(difluoromethyl)-6-fluorophenyl]-6-[(2R)-2-methoxypropoxy]-2,5-dihydro-4H-pyrazolo[3,4-d]pyrimidin-4-one C1(CC1)C1=CC(=C(C(=C1)F)N1N=C2N=C(NC(C2=C1)=O)OC[C@@H](C)OC)C(F)F